ClC1=NC=CC2=C1C(=CN2)I 4-chloro-3-iodo-1H-pyrrolo[3,2-c]Pyridine